(S)-tert-butyl-1-(((S)-1-(4-(7-chloro-2-methoxyquinolin-3-yl)-1-((2-(trimethylsilyl)ethoxy)methyl)-1H-imidazol-2-yl)-7-oxononyl)carbamoyl)-6-azaspiro[2.5]octane C(C)(C)(C)[C@]1(CC12CCNCC2)C(N[C@@H](CCCCCC(CC)=O)C=2N(C=C(N2)C=2C(=NC1=CC(=CC=C1C2)Cl)OC)COCC[Si](C)(C)C)=O